methyl-1H-benzo[d]imidazole-2-carboxamide CN1C(=NC2=C1C=CC=C2)C(=O)N